N,N'-bis(aminopropyl)-N,N'-dimethyl-1,2-ethylenediamine NCCCN(CCN(C)CCCN)C